6-isopropylpyridine-3-carboxylic acid C(C)(C)C1=CC=C(C=N1)C(=O)O